ClC1=C(C=C(C=2C3=C(NC12)CCNC(C3)=O)OCC(C)O)Cl 7,8-dichloro-10-(2-hydroxypropoxy)-3,4,5,6-tetrahydroazepino[4,5-b]indol-2(1H)-one